FC=1C(=NC(=NC1)N[C@@H]1CC[C@H](CC1)NC(OC(C)(C)C)=O)C1=CC(=CC=C1)N1C(CCC1)=O trans-tert-butyl (4-((5-fluoro-4-(3-(2-oxopyrrolidin-1-yl)phenyl)pyrimidin-2-yl)amino)cyclohexyl)carbamate